{(3aR,4R,6aS)-4-[(6-chloro-3-pyridazinyl)amino]-3a-fluorohexahydrocyclopenta[c]pyrrol-2(1H)-yl}(6,7-dihydro-4H-thieno[3,2-c]pyran-2-yl)methanone ClC1=CC=C(N=N1)N[C@@H]1CC[C@H]2CN(C[C@]21F)C(=O)C2=CC=1COCCC1S2